6-({1-[2-Amino-2-(1H-imidazol-4-yl)propionyl]azetidin-3-yl}oxy)-3-(2-boronoethyl)-2-hydroxybenzoic acid NC(C(=O)N1CC(C1)OC1=CC=C(C(=C1C(=O)O)O)CCB(O)O)(C)C=1N=CNC1